(1r,2'S,4S)-4-(3-chloroanilino)-2'-[(2R)-3-{[(5R*,8S*)-5,8-dimethyl-5,6,7,8-tetrahydroquinolin-4-yl]oxy}-2-methylpropyl]-2',3'-dihydrospiro[cyclohexane-1,1'-indene]-4-carboxylic acid ClC=1C=C(NC2(CCC3([C@H](CC4=CC=CC=C34)C[C@H](COC3=CC=NC=4[C@H](CC[C@H](C34)C)C)C)CC2)C(=O)O)C=CC1 |o1:26,29|